N,N,N',N'-tetrakis[2-hydroxypropyl]ethylenediamine OC(CN(CCN(CC(C)O)CC(C)O)CC(C)O)C